ClC=1C=C(C=CC1Cl)NC(=O)[C@@H]1[C@H]2C[C@@H]([C@@H]([C@@H]1C=1C=NC(=NC1)C)O2)O (1R,2S,3S,4R,5S)-N-(3,4-dichlorophenyl)-5-hydroxy-3-(2-methylpyrimidin-5-yl)-7-oxabicyclo[2.2.1]Heptane-2-carboxamide